S(=O)(=O)([O-])OOS(=O)(=O)[O-].[NH4+].[NH4+] ammonium persulphat